ClC1=C(C(=CC=C1)Cl)N1C=2N(C3=C(C1=O)C=NC(=N3)NC3=CC(=C(C(=C3)C)N3C[C@@H](N([C@@H](C3)C)C)C)Cl)CCN2 6-(2,6-dichlorophenyl)-2-((3-chloro-5-methyl-4-((3s,5r)-3,4,5-trimethylpiperazin-1-yl)phenyl)amino)-8,9-dihydroimidazo[1,2-a]pyrimido[5,4-e]pyrimidin-5(6H)-one